N-(triphenylphosphino)aniline C1(=CC=CC=C1)P(NC1=CC=CC=C1)(C1=CC=CC=C1)C1=CC=CC=C1